CC1(CC1)C(=O)NCC=1SC(=NN1)C=1N(C2=CC=CC(=C2C1)NC1CCN(CC1)C)CC(F)(F)F 1-methyl-N-[(5-{4-[(1-methylpiperidin-4-yl)amino]-1-(2,2,2-trifluoroethyl)-1H-indol-2-yl}-1,3,4-thiadiazol-2-yl)methyl]cyclopropane-1-carboxamide